FC(C)(F)C=1C=C2C(=NC1)C(=C(N2COCC[Si](C)(C)C)I)F 2-[[6-(1,1-difluoroethyl)-3-fluoro-2-iodo-pyrrolo[3,2-b]pyridin-1-yl]methoxy]ethyl-trimethyl-silane